trimethoxy(pentyl)silane CO[Si](CCCCC)(OC)OC